C(C)(C)(C)OC(NCC1=CC=C(C=C1)C1=NC(=NO1)C1=CC(=CC=C1)Cl)=O (4-(3-(3-chlorophenyl)-1,2,4-oxadiazol-5-yl)benzyl)carbamic acid tert-butyl ester